NC1=NC=C(C(=C1)SC=1C=2N(C(=NC1)N1CCC3(CCC[C@H]3N)CC1)C=CN2)C(F)(F)F (R)-8-(8-((2-amino-5-(trifluoromethyl)pyridin-4-yl)thio)imidazo[1,2-c]pyrimidin-5-yl)-8-azaspiro[4.5]decan-1-amine